FC1(OC2=C(O1)C=CC(=C2)C(=O)N2CCN(CC2)C(\C=C\C2=CC(=CC(=C2)F)F)=O)F (E)-1-(4-(2,2-difluorobenzo[d][1,3]dioxole-5-carbonyl)piperazin-1-yl)-3-(3,5-difluorophenyl)prop-2-en-1-one